ClC=1C(=NC=NC1)C=1C=NN(C1CC1CC1)C 5-chloro-4-(5-(cyclopropylmethyl)-1-methyl-1H-pyrazol-4-yl)pyrimidin